[N+](=O)([O-])OCCOC(C(CC1=CC=C(C=C1)OC(=O)OCCOC1=C(C=C(C=C1C)C1=NC2=CC(=CC(=C2C(N1)=O)OC)OC)C)NC(=O)OC(C)(C)C)=O 2-(tert-butoxycarbonylamino)-3-(4-{2-[4-(5,7-dimethoxy-4-oxo-3,4-dihydro-quinazolin-2-yl)-2,6-dimethyl-phenoxy]-ethoxycarbonyloxy}-phenyl)-propionic acid 2-nitrooxy-ethyl ester